OC1N(CCC1)[C@@H](C)C1=CC=C(C=C1)C1=C(N=CS1)C hydroxy-N-[(1S)-1-[4-(4-methylthiazol-5-yl)phenyl]ethyl]pyrrolidine